C(#N)[C@]1(CCOC2=CC=C(C=C12)C(=O)O)C (4S)-4-cyano-4-methyl-chroman-6-carboxylic acid